ClC=1C=C2C(=CC1)NC(C21CCNCC1)=O 5-chloro-1,2-dihydrospiro[indole-3,4'-piperidin]-2-one